ClC=1C=CC(=C(C1)N1/C(/SCC1=O)=N/C(=O)NC1=C(C=C(C=C1)C1=NN(C=N1)C1=CC=C(C=C1)OC(F)(F)F)Cl)C(F)(F)F (Z)-1-(3-(5-chloro-2-(trifluoromethyl)phenyl)-4-oxothiazolidin-2-ylidene)-3-(2-chloro-4-(1-(4-(trifluoromethoxy)phenyl)-1H-1,2,4-triazol-3-yl)phenyl)urea